2-((tert-butoxycarbonyl)amino)-2-(1H-indol-3-yl)acetic acid C(C)(C)(C)OC(=O)NC(C(=O)O)C1=CNC2=CC=CC=C12